FC(OC=1C=C(C=CC1)C1=CC(=CO1)C(=O)NC1=NC(=NS1)CC(C)(F)F)F 5-(3-(Difluoromethoxy)phenyl)-N-(3-(2,2-difluoropropyl)-1,2,4-thiadiazol-5-yl)furan-3-Formamide